CC1=CC=C(C(=N1)C(=O)N1[C@@H]2[C@@H](C[C@H](C1)C2)OC=2N=NC(=CC2)C(F)(F)F)C2=NC=CC=N2 (6-methyl-3-(pyrimidin-2-yl)pyridin-2-yl)((1S,4R,6R)-6-((6-(trifluoromethyl)pyridazin-3-yl)oxy)-2-azabicyclo[2.2.1]heptan-2-yl)methanone